FC=1C(=CC(=NC1)OC)[C@H](C(=O)N1C[C@]2(CC1)NC1=NC(=C(C=C1CC2)C2=CC=C(C=C2)C2=NOC(=N2)C)C)C (2R)-2-(5-fluoro-2-methoxypyridin-4-yl)-1-{(2S)-7-methyl-6-[4-(5-methyl-1,2,4-oxadiazol-3-yl)phenyl]-3,4-dihydro-1H-spiro[1,8-naphthyridine-2,3'-pyrrolidin]-1'-yl}propan-1-one